NC1=CN=C(C=C1C(=O)O)Cl 5-amino-2-chloroisonicotinic acid